3,10-dihydroxydodecenoic acid OC(=CC(=O)O)CCCCCCC(CC)O